COC(=O)C=1N=C(SC1)Br.O=C1N(C(C2=CC=CC=C12)=O)CC(=O)N 2-(1,3-dioxoisoindolin-2-yl)acetamide Methyl-2-bromothiazole-4-carboxylate